NC1=NC=C(C=C1O[C@H](C)C=1C=C(C=CC1)NC(C1=CC(=CC=C1)C#N)=O)Cl (R)-N-(3-(1-((2-amino-5-chloropyridin-3-yl)oxy)ethyl)-phenyl)-3-cyanobenzamide